N-[2-(aminocarbonyl)phenyl][1,1'-biphenyl]-4-carboxamide NC(=O)C1=C(C=CC=C1)NC(=O)C1=CC=C(C=C1)C1=CC=CC=C1